1-chloro-3-methoxy-2-(3,3,3-trifluoropropylsulfanyl)benzene ClC1=C(C(=CC=C1)OC)SCCC(F)(F)F